lithium hydroxypropanesulfonate OC(CC)S(=O)(=O)[O-].[Li+]